chloro[tri(prop-2-yl)]silane Cl[Si](C(C)C)(C(C)C)C(C)C